ClC1=CC=C2C(=NC(N(C2=C1)C1=CC=CC=C1)=O)NC1=NC=CC=C1 7-Chloro-1-phenyl-4-(pyridin-2-ylamino)quinazolin-2(1H)-one